[Sb].C1(=CC=CC=C1)[N] N-phenyl-nitrogen antimony